CN(S(=O)(=O)C=C)C=1C=CC=2N=CN=C(C2N1)NC1=CC(=C(C=C1)OC1=CC2=C(N(C=N2)C)C=C1)C N-methyl-N-(4-((3-methyl-4-((1-methyl-1H-benzo[d]imidazol-5-yl)oxy)phenyl)amino)pyrido[3,2-d]pyrimidin-6-yl)ethenesulfonamide